COC1=CC=C(C=C1)CN1C(C(C(C1)COCCOC1OCCCC1)=C)=O 1-[(4-methoxyphenyl)methyl]-3-methylidene-4-{[2-(oxan-2-yloxy)ethoxy]methyl}pyrrolidin-2-one